FC=1C=C(C=NC1OC)CN1C2CN(CC1C2)C2=NN=C(S2)C=2C=1N(C=C(C2)OCCO)N=CC1C#N 4-(5-(6-((5-fluoro-6-methoxypyridin-3-yl)methyl)-3,6-diazabicyclo[3.1.1]heptan-3-yl)-1,3,4-thiadiazol-2-yl)-6-(2-hydroxyethoxy)pyrazolo[1,5-a]pyridine-3-carbonitrile